Di-tert-butyl ((2S)-1-hydroxy-6-methylheptane-2,5-diyl)dicarbamate OC[C@H](CCC(C(C)C)NC(OC(C)(C)C)=O)NC(OC(C)(C)C)=O